3,4-dimethyl-benzophenone CC=1C=C(C(=O)C2=CC=CC=C2)C=CC1C